C(C)[Si](C(=C(F)F)F)(CC)CC triethyl(1,2,2-trifluorovinyl)silane